1-(1-((3-(benzyloxy)phenyl)sulfonyl)-5-(2-fluorophenyl)-1H-pyrrol-3-yl)-N-methyl-methylamine C(C1=CC=CC=C1)OC=1C=C(C=CC1)S(=O)(=O)N1C=C(C=C1C1=C(C=CC=C1)F)CNC